COC1=CC=C(C=N1)C=1C=NC=2CCN(CC2C1)C1=NC(=NC(=C1C)C)C 3-(6-methoxypyridin-3-yl)-6-(2,5,6-trimethylpyrimidin-4-yl)-5,6,7,8-tetrahydro-1,6-naphthyridine